NC1=C(C(=NN1C(CC)C(F)(F)F)C1=CC=C(C=C1)Br)C#N 5-Amino-3-(4-bromophenyl)-1-[1-(trifluoromethyl)propyl]pyrazole-4-carbonitrile